4-bromo-1-(2-fluorobenzyl)-1H-pyrazole-3-carboxylic acid ethyl ester C(C)OC(=O)C1=NN(C=C1Br)CC1=C(C=CC=C1)F